N-((S)-4-((1R,2S)-2-(4-fluorophenyl)cyclopropylamino)-1-(4-(methylsulfonyl)piperazin-1-yl)-1-oxobutan-2-yl)-2-naphthamide FC1=CC=C(C=C1)[C@H]1[C@@H](C1)NCC[C@@H](C(=O)N1CCN(CC1)S(=O)(=O)C)NC(=O)C1=CC2=CC=CC=C2C=C1